3-((5-(methoxycarbonyl)-2,3-dimethylphenyl)amino)propanoic acid COC(=O)C=1C=C(C(=C(C1)NCCC(=O)O)C)C